4-amino-4-methyl-pentan-1-ol NC(CCCO)(C)C